C(#N)C1=C2C(=CNC2=CC=C1)C[C@@H](C(=O)N[C@H](C(=O)OC(C)C)CCC(C=[N+]=[N-])=O)O isopropyl (S)-2-((S)-3-(4-cyano-1H-indol-3-yl)-2-hydroxypropanamido)-6-diazo-5-oxohexanoate